2-hydroxy-3-methoxy-5-(prop-2-en-yl)benzaldehyde OC1=C(C=O)C=C(C=C1OC)CC=C